CC1=C(C=CC=C1)S(=O)(=O)N 2-Methylbenzene-sulfonamide